2-((2-Allyl-4-fluorophenyl)amino)-N-(2-(but-3-en-1-yl)-6-methoxypyridin-3-yl)-6-(trifluoromethyl)nicotinamide C(C=C)C1=C(C=CC(=C1)F)NC1=C(C(=O)NC=2C(=NC(=CC2)OC)CCC=C)C=CC(=N1)C(F)(F)F